N-(5-(4-(methylcarbamoyl)phenyl)thiazol-2-yl)tetrahydro-2H-pyran-4-carboxamide CNC(=O)C1=CC=C(C=C1)C1=CN=C(S1)NC(=O)C1CCOCC1